C1(=CC=CC=C1)[C@H]1[C@@H](C1)NC(=O)N1CCC(CC1)=CC1=CC(=CC=C1)OC1=NC(=CC=C1)O 4-[3-(6-Hydroxy-pyridin-2-yloxy)-benzylidene]-piperidine-1-carboxylic acid ((1R,2S)-2-phenyl-cyclopropyl)-amide